CC1=C(C(=CC(=C1)C)C)N1C(N(CC1)C1=C(C=C(C=C1C)C)C)=[Ru](=CC1=C(C=CC=C1)OC(C)C)(Cl)Cl [1,3-bis(2,4,6-trimethylphenyl)-2-imidazolidinylidene]dichloro(o-isopropoxyphenylmethylene)ruthenium